tert-butyl (2S,4R)-2-(((S)-6-(1-ethyl-1H-pyrazol-5-yl)-1-(hydroxymethyl)-1,2,3,4-tetrahydronaphthalen-1-yl)carbamoyl)-4-hydroxypyrrolidine-1-carboxylate C(C)N1N=CC=C1C=1C=C2CCC[C@](C2=CC1)(CO)NC(=O)[C@H]1N(C[C@@H](C1)O)C(=O)OC(C)(C)C